CC=1C(=NC=C(C1)[N+](=O)[O-])C1=NOC(=N1)CCC(=O)OCC Ethyl 3-[3-(3-methyl-5-nitropyridin-2-yl)-1,2,4-oxadiazol-5-yl]propanoate